[Si](=O)=O.[Au] GOLD silicon dioxide